FC1=C(C=CC(=N1)C(=O)NC)N1CCN(CC1)CC1=C(C(=NC=C1)NC(=O)NCCO)F 6-fluoro-5-(4-((3-fluoro-2-(3-(2-hydroxyethyl)ureido)pyridin-4-yl)methyl)piperazin-1-yl)-N-methylpicolinamide